1-(2-Chloro-5-(9-(2-(piperazin-1-yl)ethyl)-3-azaspiro[5.5]undecan-3-carbonyl)phenyl)dihydropyrimidine-2,4(1H,3H)-dione ClC1=C(C=C(C=C1)C(=O)N1CCC2(CC1)CCC(CC2)CCN2CCNCC2)N2C(NC(CC2)=O)=O